4-(6-methyl-pyrazine-2-yl)-1,2,3-butanetriol CC1=CN=CC(=N1)CC(C(CO)O)O